tert-butyl (2R)-2-{[(tert-butyldiphenylsilyl)oxy]methyl}-2,3-dihydro-1H-pyrrole-1-carboxylate [Si](C1=CC=CC=C1)(C1=CC=CC=C1)(C(C)(C)C)OC[C@@H]1N(C=CC1)C(=O)OC(C)(C)C